C(C)N(N=CC1=C(C=CC=C1)O)C(=S)N 2-hydroxybenzaldehyde N-ethylthiosemicarbazone